OC=1C=CC2=C(SC(=C2C(=O)C2=CC=C(C=C2)O[C@H]2CN(CC2)C)C2=CC=C(C=C2)O)C1 (R)-(6-hydroxy-2-(4-hydroxyphenyl)benzo[b]thiophen-3-yl)(4-((1-methylpyrrolidin-3-yl)oxy)phenyl)methanone